ClC1=NC(=CC=C1CCCCO)OC 4-(2-chloro-6-methoxypyridin-3-yl)butan-1-ol